C(C1=CC=CC=C1)N1N=C(N=C1)C(=O)N[C@@H]1C(N(C=2N(CC1)N=C(C2)C2C(C2)(F)F)C)=O 1-benzyl-N-((6S)-2-(2,2-difluorocyclopropyl)-4-methyl-5-oxo-5,6,7,8-tetrahydro-4H-pyrazolo[1,5-a][1,3]diazepin-6-yl)-1H-1,2,4-triazole-3-carboxamide